C(=O)(O)CC1=CC=C(C=C1)B1OC(C)(C)C(C)(C)O1 4-(carboxymethyl)phenylboronic acid pinacol ester